(1-aminomethyl)(methyl)(diethoxy)silane tert-butyl-3-iodo-8-azabicyclo[3.2.1]octane-8-carboxylate C(C)(C)(C)OC(=O)N1C2CC(CC1CC2)I.NC[Si](OCC)(OCC)C